7-((5-(3-(2-(dimethyl-amino)propan-2-yl)piperidin-1-yl)pyridin-2-yl)amino)-4-(7-fluoro-imidazo[1,2-a]pyridin-3-yl)isoindolin-1-one CN(C(C)(C)C1CN(CCC1)C=1C=CC(=NC1)NC=1C=CC(=C2CNC(C12)=O)C1=CN=C2N1C=CC(=C2)F)C